5-Fluoro-2-methylphenylisocyanat FC=1C=CC(=C(C1)N=C=O)C